6-((benzyloxy)methyl)-1,6-dimethyl-1,3,6,7-tetrahydro-2H-benzofuro[6,7-d]imidazol-2-one C(C1=CC=CC=C1)OCC1(COC2=C1C=CC=1NC(N(C12)C)=O)C